ethyl 8-methyl-2-[(pyrimidin-5-yl) methyl]-4,5-dihydro-2H-furo[2,3-g]indazole-7-carboxylate CC1=C(OC=2CCC3=CN(N=C3C21)CC=2C=NC=NC2)C(=O)OCC